C(CCCCCCCCCCC)N1C(CCCC1)=O 1-N-dodecyl-2-piperidone